(cis)-tert-butyl (1-(2-(1-ethyl-1H-indol-2-yl)-7-methoxy-1-methyl-1H-benzo[d]imidazole-5-carbonyl)pyrrolidin-3-yl)carbamate C(C)N1C(=CC2=CC=CC=C12)C1=NC2=C(N1C)C(=CC(=C2)C(=O)N2CC(CC2)NC(OC(C)(C)C)=O)OC